(methoxy-methyl-carbamoyl)-3-methyl-azetidine-1-carboxylic acid tert-butyl ester C(C)(C)(C)OC(=O)N1C(C(C1)C)C(N(C)OC)=O